Cl.COC=1C=C2C(=NC=NC2=CC1OC)N1CC2CN(C(C1)C2)S(=O)(=O)N 3-(6,7-dimethoxyquinazolin-4-yl)-3,6-diazabicyclo[3.2.1]octane-6-sulfonamide hydrochloride